1-(6-{4,8-bis[(2-ethylhexyl)oxy]-6-methylbenzo[1,2-b:4,5-b']dithiophen-2-yl}-3-Fluoro-4-methylthieno[3,4-b]thiophen-2-yl)-1-octanone C(C)C(COC1=C2C(SC(=C2)C=2SC(=C3C2SC(=C3F)C(CCCCCCC)=O)C)=C(C3=C1SC(=C3)C)OCC(CCCC)CC)CCCC